arsinine [As]1=CC=CC=C1